12a,13-dihydro-6H-benzo[5,6][1,4]diazepino[1,2-a]indol-6-one C1=C2CC3N(C2=CC=C1)C(C1=C(N=C3)C=CC=C1)=O